C[C@@H](C=C)O (S)-but-3-en-2-ol